[[5-[1-[2,6-difluoro-4-(1-methylethoxy)phenyl] 1H-pyrazol-3-yl]-2-methylphenyl]methyl]carbamate FC1=C(C(=CC(=C1)OC(C)C)F)N1N=C(C=C1)C=1C=CC(=C(C1)CNC([O-])=O)C